CC(CC(C)C1=CC=C(C=C1)O)(CC(C)(C1=CC=C(C=C1)O)C)C1=CC=C(C=C1)O 4,6-dimethyl-2,4,6-tri-(4-hydroxyphenyl)-heptane